5-[hexahydro-4-(hydroxymethyl)-5-[(tetrahydro-2H-pyran-2-yl)oxy]-2(1H)-pentalenylidene]pentanoic acid methyl ester COC(CCCC=C1CC2CC(C(C2C1)CO)OC1OCCCC1)=O